FC1=C(C=CC=C1)C1=CC=C(C=C1)N1CC(C1)NC(C1=CN=C(C=C1)C)=O N-(1-(2'-fluoro-[1,1'-biphenyl]-4-yl)azetidin-3-yl)-6-methylnicotinamide